ClC1=C(C(=CC=2C=C(OC21)C2=C1N=CC(=NC1=CC(=C2)C)OC)OC)F 5-(7-chloro-6-fluoro-5-methoxybenzofuran-2-yl)-2-methoxy-7-methylquinoxaline